(E)-2-(2-(aminomethyl)-3-fluoroallyl)-1-chloro-5-cyclopropyl-2,5,6,7-tetrahydro-4H-pyrrolo[3,4-c]pyridin-4-one NC/C(/CN1C=C2C(N(CCC2=C1Cl)C1CC1)=O)=C\F